4-methoxyl-5-(1-methyl-1H-pyrazole-4-yl)-N-(2-cyano-3-(2-dimethylaminoethoxy)pyridine-5-yl)-2-aminopyrimidine O(C)C1=NC(N(C=C1C=1C=NN(C1)C)C=1C=C(C(=NC1)C#N)OCCN(C)C)N